6-(4-(1-Aminoethyl)-2-(6-methylpyridin-2-yl)-1H-imidazol-1-yl)imidazo[1,2-a]pyridine-3-Formonitrile NC(C)C=1N=C(N(C1)C=1C=CC=2N(C1)C(=CN2)C#N)C2=NC(=CC=C2)C